2-[5-benzyloxy-4-(1-hydroxy-1-methyl-ethyl)-2-methyl-phenyl]Acetic acid C(C1=CC=CC=C1)OC=1C(=CC(=C(C1)CC(=O)O)C)C(C)(C)O